4-(2-formyloxy-3-propanoyl)phthalonitrile C(=O)OC(C)C(=O)C=1C=C(C(C#N)=CC1)C#N